N-(5-((4-(8-fluoro-2-oxo-5,6-dihydro-4H-imidazo[4,5,1-ij]quinolin-1(2H)-yl)pyrimidin-2-yl)amino)-4-methoxy-2-(5-methyl-2,5-diazaspiro[3.5]nonan-2-yl)phenyl)acrylamide FC=1C=C2CCCN3C2=C(C1)N(C3=O)C3=NC(=NC=C3)NC=3C(=CC(=C(C3)NC(C=C)=O)N3CC1(C3)N(CCCC1)C)OC